1,2-dihydro-6-meth-oxy-2,2,4-trimethyl-1,5-naphthyridine COC=1N=C2C(=CC(NC2=CC1)(C)C)C